5-[(1R,3aS,6aR)-4,6-dibenzyl-5-oxo-hexahydro-1H-thieno[3,4-d]imidazole-1-yl]pentanoic acid C(C1=CC=CC=C1)C1S(C([C@@H]2N(CN[C@@H]21)CCCCC(=O)O)CC2=CC=CC=C2)=O